NC=1C2=C(N=CN1)SC=C2C=2NC1=CC(=CC=C1C2Cl)C(=O)OC Methyl 2-(4-aminothieno[2,3-d]pyrimidin-5-yl)-3-chloro-1H-indole-6-carboxylate